CC1=NN(C(=C1[O-])C)C1=NC=C(C=C1)[C@@H](CCN1CCC(CC1)O)NC(=O)C=1SC2=NC=3CC[C@@H](CC3C=C2N1)C(C)(C)C 3,5-dimethyl-1-[5-[(1R)-3-(4-hydroxy-1-piperidyl)-1-[[(7S)-7-tert-butyl-5,6,7,8-tetrahydrothiazolo[5,4-b]quinoline-2-carbonyl]amino]propyl]-2-pyridyl]pyrazol-4-olate